ClC1=C(C=CC=2C(=C3N(C12)CCC3NS(=O)(=O)C)C=3C=NNC3)Cl N-(5,6-dichloro-9-(1H-pyrazol-4-yl)-2,3-dihydro-1H-pyrrolo[1,2-a]indol-1-yl)methanesulfonamide